CC=1N(C(=NN1)SCC(=O)NC1=C(C2=C(S1)CCC2)C(=O)N)C 2-{2-[(dimethyl-4H-1,2,4-triazol-3-yl)sulfanyl]acetamido}-4H,5H,6H-cyclopenta[b]thiophene-3-carboxamide